[5-(3-methoxyphenyl)oxazol-2-yl]-[2-(4-nitrophenyl)-1-(2-phenylthiazole-4-yl)ethyl]amine COC=1C=C(C=CC1)C1=CN=C(O1)NC(CC1=CC=C(C=C1)[N+](=O)[O-])C=1N=C(SC1)C1=CC=CC=C1